pyridin-6-ylethylamine N1=CC=CC=C1CCN